[OH-].C(C=C)[N+](CCC)(CCC)CCC allyl-tripropylammonium hydroxide